FC=1C(=C(OC2=C(C(=O)N)C=C(C(=C2)C(F)(F)F)F)C=CC1F)OC 2-(3,4-difluoro-2-methoxy-phenoxy)-5-fluoro-4-(trifluoromethyl)benzamide